(4-BUTOXY-3-METHYLPHENYL)BORANEDIOL C(CCC)OC1=C(C=C(C=C1)B(O)O)C